C(C)C1=CC(=C(C(=C1)OC)O)CN1CCCC1 4-Ethyl-6-methoxy-2-(pyrrolidinomethyl)-phenol